CC1=CC=C(C=C1)S(=O)(=O)OCC=1C(=NC=C(C1)Cl)C(CO[Si](C(C)(C)C)(C)C)NC(OC(C)(C)C)=O (5-chloro-2-(2,2,3,3,10,10-hexamethyl-8-oxo-4,9-dioxa-7-aza-3-silaundecan-6-yl)pyridin-3-yl)methyl 4-methylbenzenesulfonate